(7S)-7-(1-(1-(2-(2,6-dioxopiperidin-3-yl)-1,3-dioxo-isoindolin-5-yl)azetidin-3-yl)piperidin-4-yl)-2-(4-phenoxyphenyl)-4,5,6,7-tetrahydropyrazolo[1,5-a]pyrimidine-3-carboxamide O=C1NC(CCC1N1C(C2=CC=C(C=C2C1=O)N1CC(C1)N1CCC(CC1)[C@@H]1CCNC=2N1N=C(C2C(=O)N)C2=CC=C(C=C2)OC2=CC=CC=C2)=O)=O